Cl.NC\C=C(\CN1N=NC2=C1C=CC=C2C=2C=C(C=CC2OC)S(=O)(=O)NC)/F (Z)-3-(1-(4-amino-2-fluorobut-2-en-1-yl)-1H-benzo[d][1,2,3]triazole-4-yl)-4-methoxy-N-methylbenzenesulfonamide hydrochloride